methyl ((4-(N-(3,4-dichloro-1H-indol-7-yl)sulfamoyl) phenyl)sulfonyl)glycinate ClC1=CNC2=C(C=CC(=C12)Cl)NS(=O)(=O)C1=CC=C(C=C1)S(=O)(=O)NCC(=O)OC